tris(p-chlorophenyl)silanol ClC1=CC=C(C=C1)[Si](O)(C1=CC=C(C=C1)Cl)C1=CC=C(C=C1)Cl